FCCN1N=CC2=CC=C(C=C12)COC1=CC=CC(=N1)C1CCN(CC1)CC1=NC2=C(N1C[C@H]1OCC1)C=C(C=C2)C(=O)O (S)-2-((4-(6-((1-(2-fluoroethyl)-1H-indazol-6-yl)methoxy)pyridin-2-yl)piperidine-1-yl)methyl)-1-(oxetan-2-ylmethyl)-1H-benzo[d]imidazole-6-carboxylic acid